NC1=CC=C2CCN(CC2=C1)C(=O)OC(C)(C)C tert-butyl 7-amino-3,4-dihydroisoquinoline-2(1H)-carboxylate